ClC=1C=C(C=CC1)[C@@H]1N(CC[C@@H](C1)C(C)(F)F)C(=O)N[C@@H](C)\C=C\S(=O)(=O)C (2R,4S)-2-(3-chlorophenyl)-4-(1,1-difluoroethyl)-N-((S,E)-4-(methylsulfonyl)but-3-en-2-yl)piperidine-1-carboxamide